1-(5-chloro-4-(5,5-dimethyl-5,6-dihydro-4H-pyrrolo[1,2-b]pyrazol-3-yl)pyridin-2-yl)-3-(6-(methylsulfonyl)-6-azaspiro[2.5]oct-1-yl)urea ClC=1C(=CC(=NC1)NC(=O)NC1CC12CCN(CC2)S(=O)(=O)C)C2=C1N(N=C2)CC(C1)(C)C